6-(7-((2-methoxy-5-methylpyridin-3-yl)sulfonyl)-7-azaspiro[3.5]non-2-yl)-2-oxa-6-azaspiro[3.3]heptane COC1=NC=C(C=C1S(=O)(=O)N1CCC2(CC(C2)N2CC3(COC3)C2)CC1)C